C(C)(=O)N[C@@H](CC(C)C)C(=O)O |r| racemic-N-acetylleucine